ClC1=NC(=CC(=C1)C1CCN(CC1)C(C)=O)N1CC(CC1)(F)F 1-(4-(2-chloro-6-(3,3-difluoropyrrolidin-1-yl)pyridin-4-yl)piperidin-1-yl)ethan-1-one